4-guanidino-2-deoxy-2,3-didehydro-N-acetylneuraminic acid CC(=O)N[C@@H]1[C@H](C=C(O[C@H]1[C@@H]([C@@H](CO)O)O)C(=O)O)N=C(N)N